1-(2-(3-fluoro-5-(trifluoromethyl)benzyl)-2,8-diazaspiro[4.5]decane-8-carbonyl)-1H-pyrazole-3-carboxylic acid FC=1C=C(CN2CC3(CC2)CCN(CC3)C(=O)N3N=C(C=C3)C(=O)O)C=C(C1)C(F)(F)F